(2R,3S,4S,5R)-4-[[3-(3-Methoxy-2-methyl-4-pyridyl)-4,5-dimethyl-5-(trifluoromethyl)tetrahydrofuran-2-carbonyl]amino]pyridin-2-carboxamid COC=1C(=NC=CC1[C@H]1[C@@H](O[C@]([C@H]1C)(C(F)(F)F)C)C(=O)NC1=CC(=NC=C1)C(=O)N)C